FC1=C(C=CC=C1)C1=CC=C2C(CCOC2=C1)NC(O[C@@H]1CN2CCC1CC2)=O (S)-quinuclidin-3-yl (7-(2-fluorophenyl)chroman-4-yl)carbamate